NC1=NC2=CC(=CC=C2C=C1Cl)CN(C(=O)C=1C=NC(=CC1)N1CC(N(CC1)C)=O)C1=C(C=C(C=C1)F)S(=O)(=O)C N-[(2-amino-3-chloroquinolin-7-yl)methyl]-N-(4-fluoro-2-methanesulfonylphenyl)-6-(4-methyl-3-oxopiperazin-1-yl)pyridine-3-carboxamide